NC1=NC=C(C(=C1)Br)Cl 2-amino-4-bromo-5-chloropyridine